CC(C)=CCCC(C=CC=C(CCC)C)C 2,6,10-trimethyltrideca-2,7,9-trien